3-(piperazin-1-yl)propionitrile N1(CCNCC1)CCC#N